N,N-dimethylthiazolo[4,5-d]pyrimidin-2-amine CN(C=1SC2=C(N=CN=C2)N1)C